OC1=C(C=C(C=C1)F)C(=O)C1=CC=CC=C1 (2-hydroxy-5-fluorophenyl)(phenyl)-methanone